COC1=CC=2C3=C(NC2C(=C1)C)CCCN3 8-methoxy-6-methyl-2,3,4,5-tetrahydro-1H-pyrido[3,2-b]indole